BrC1=CC(=C(C=C1)\C(\C)=N/S(=O)C(C)(C)C)Cl (Z)-N-(1-(4-bromo-2-chlorophenyl)ethylidene)-2-methylpropane-2-sulfinamide